ClC=1C=CC2=C(N=C(O2)C2CC3(CC(C3)NC(=O)C3=CC(=NC=C3)S(=O)(=O)C3CC3)C2)C1 (Ra)-N-[6-(5-chloro-1,3-benzoxazol-2-yl)spiro[3.3]heptan-2-yl]-2-cyclopropylsulfonyl-pyridine-4-carboxamide